zinc chloride, magnesium salt [Mg+2].[Cl-].[Zn+2].[Cl-].[Cl-].[Cl-]